((2R,5S)-5-methyl-2-(2-methyl-2H-indazol-6-yl)piperidin-1-yl)-2-oxo-N-(1-(tetrahydro-2H-pyran-2-yl)-1H-pyrazolo[4,3-c]pyridin-7-yl)acetamide C[C@H]1CC[C@@H](N(C1)C(C(=O)NC=1C2=C(C=NC1)C=NN2C2OCCCC2)=O)C=2C=CC1=CN(N=C1C2)C